(2S)-2-(tert-butoxycarbonylamino)-3,3-diphenyl-propanoic acid C(C)(C)(C)OC(=O)N[C@H](C(=O)O)C(C1=CC=CC=C1)C1=CC=CC=C1